NC1SCCC1 aminotetrahydrothiophene